CC1([C@H]2CC3=C(C(=C(N=C3[C@@H]1C2)N2CC1(CN(C1)C(C=C)=O)CC2)C#N)C2=C(C=CC1=NON=C12)C)C (1R,9R)-10,10-dimethyl-6-(5-methyl-2,1,3-benzoxadiazol-4-yl)-4-(2-(2-propenoyl)-2,6-diazaspiro[3.4]octan-6-yl)-3-azatricyclo[7.1.1.02,7]undeca-2,4,6-triene-5-carbonitrile